1-(4-(4-methylbenzoyl)piperidin-1-yl)ethanone CC1=CC=C(C(=O)C2CCN(CC2)C(C)=O)C=C1